5-(3-(((S)-1-(1H-tetrazol-1-yl)propan-2-yl)oxy)-4-chlorophenyl)-N-(1-((1r,4r)-4-((2S,6R)-2,6-dimethyl-morpholino)cyclohexyl)-3-(thiazol-2-ylmethoxy)-1H-pyrazol-4-yl)pyrimidin-2-amine N1(N=NN=C1)C[C@H](C)OC=1C=C(C=CC1Cl)C=1C=NC(=NC1)NC=1C(=NN(C1)C1CCC(CC1)N1C[C@@H](O[C@@H](C1)C)C)OCC=1SC=CN1